2-{4-azaspiro[2.5]octan-7-yl}-8-fluoro-6-(4-fluoro-2-methyl-1,3-benzoxazol-6-yl)isoquinolin-1-one C1CC12NCCC(C2)N2C(C1=C(C=C(C=C1C=C2)C2=CC1=C(N=C(O1)C)C(=C2)F)F)=O